1,6-dioxaspiro[4.5]decane-8,10-diol O1CCCC12OCC(CC2O)O